3,9-bis-(3-aminopropyl)-2,4,8,10-tetraoxaspiro[5.5]undecane NCCCC1OCC2(CO1)COC(OC2)CCCN